ClC1=CC=C(N1COCC[Si](C)(C)C)C(=O)NC(C(=O)O)C=CC(C)(C)C 2-(5-chloro-1-{[2-(trimethylsilyl)ethoxy]methyl}-2-pyrrolylcarbonylamino)-5,5-dimethyl-3-hexenoic acid